NCC=1C(=C(OC=2C=CC(=C(C2)C2=NNC=C2NC(=O)C=2C=NN3C2N=CC=C3)OC(F)F)C=CC1)F N-[3-[5-[3-(aminomethyl)-2-fluoro-phenoxy]-2-(difluoromethoxy)phenyl]-1H-pyrazol-4-yl]pyrazolo[1,5-a]pyrimidine-3-carboxamide